tert-butyl ((3-methyloxetan-3-yl)methyl) succinate C(CCC(=O)OCC1(COC1)C)(=O)OC(C)(C)C